2-(cyclobutylmethyl)-7-(3,5-dimethylisoxazol-4-yl)-2H-benzo[b][1,4]oxazin-3(4H)-one C1(CCC1)CC1C(NC2=C(O1)C=C(C=C2)C=2C(=NOC2C)C)=O